OC=1C=C(C(=O)OC2=C(C(=O)[O-])C(=CC(=C2)O)O)C=CC1O 2-(3,4-dihydroxybenzoyloxy)-4,6-dihydroxybenzoate